(R)-5-(2-aminoethyl)-N-(2-chloro-3-(3'-chloro-6-methoxy-5-((((5-oxopyrrolidin-2-yl)methyl)amino)methyl)-[2,4'-bipyridin]-2'-yl)phenyl)thiazole-2-carboxamide NCCC1=CN=C(S1)C(=O)NC1=C(C(=CC=C1)C1=NC=CC(=C1Cl)C1=NC(=C(C=C1)CNC[C@@H]1NC(CC1)=O)OC)Cl